2,4-dimethyl-1-(pyridin-2-yl)indole CC=1N(C2=CC=CC(=C2C1)C)C1=NC=CC=C1